4-((3-(1-((5R,6S)-1-oxaspiro[4.4]nonan-6-yl)-1H-pyrazol-4-yl)-2-methoxyphenyl)amino)-6-(1-fluorocyclopropane-1-carboxamido)pyridazine-3-carboxamide O1CCC[C@]12[C@H](CCC2)N2N=CC(=C2)C=2C(=C(C=CC2)NC2=C(N=NC(=C2)NC(=O)C2(CC2)F)C(=O)N)OC